ClC=1C(=NC=CC1)N1N=CC=C1C(=O)N 1-(3-chloropyridin-2-yl)-1H-pyrazole-5-formamide